1,2-epoxydecene C1=C(CCCCCCCC)O1